(2S,3R,4R)-1-acetyl-N-(2-((tert-butyldimethylsilyl)oxy)ethyl)-2,3-dimethyl-4-((4-methylpyridin-2-yl)amino)-1,2,3,4-tetrahydroquinoline-6-carboxamide C(C)(=O)N1[C@H]([C@@H]([C@H](C2=CC(=CC=C12)C(=O)NCCO[Si](C)(C)C(C)(C)C)NC1=NC=CC(=C1)C)C)C